CC1=CC2=C(NC(NS2(=O)=O)C2=CC=CC=C2)C=C1 7-methyl-3-phenyl-3,4-dihydro-2H-benzo[e][1,2,4]thiadiazine-1,1-dioxide